3-(4-Phenyl-6-thiophen-2-ylpyridin-2-yl)phenol C1(=CC=CC=C1)C1=CC(=NC(=C1)C=1SC=CC1)C=1C=C(C=CC1)O